C1(=CC=CC=C1)CCCC1=NOC(=N1)[C@H]1N(C[C@@H](C1)OC(C)(C)C)S(=O)(=O)C1CCCCC1 3-(3-phenylpropyl)-5-[(2S,4R)-4-tert-butoxy-1-cyclohexyl-sulfonyl-pyrrolidin-2-yl]-1,2,4-oxadiazole